BrC1=CC=C(C2=CC=CC=C12)C[C@@H](C(=O)OC)N=C(C1=CC=CC=C1)C1=CC=CC=C1 methyl (S)-3-(4-bromonaphthalen-1-yl)-2-((diphenylmethylene) amino)propanoate